OC1=CC=C(C(=O)NCC(=O)O)C=C1 (4-hydroxybenzoyl)glycine